N-ethyl-2-(methyl((4-oxo-3,4-dihydroquinazolin-2-yl)methyl)amino)-N-(naphthalen-1-yl)acetamide C(C)N(C(CN(CC1=NC2=CC=CC=C2C(N1)=O)C)=O)C1=CC=CC2=CC=CC=C12